N1=CC(=CC=C1)C1=CC=C2C3=C(NC2=C1)C(=NC=C3)NC(=O)C3CC3 N-(7-(pyridin-3-yl)-9H-pyrido[3,4-b]indol-1-yl)cyclopropanecarboxamide